ClC1=C(C=CC=C1Cl)C(=O)N1CCCCC1 1-[(2,3-dichlorophenyl)carbonyl]piperidin